(2R,4R)-N-(4-tert-butylphenyl)-1-cyano-N-[2-(cyclohexylamino)-1-methyl-2-oxo-1-(3-pyridyl)ethyl]-4-methoxy-pyrrolidine-2-carboxamide C(C)(C)(C)C1=CC=C(C=C1)N(C(=O)[C@@H]1N(C[C@@H](C1)OC)C#N)C(C(=O)NC1CCCCC1)(C=1C=NC=CC1)C